C(CCCCCCCCC=C)OCCC#N 3-(10-undecenyloxy)-propionitrile